FC(C(F)F)(S(=O)(=O)[O-])F 1,1,2,2-tetrafluoroethanesulfonate